2-(6-hydrazineylpyridin-3-yl)oxazole N(N)C1=CC=C(C=N1)C=1OC=CN1